C(C)(C)(C)OC(NC1=C(C=C(C=C1C)C(C)(F)F)C)=O tert-Butyl{4-(1,1-difluoroethyl)-2,6-dimethylphenyl}carbamate